C(C1=CC[C@@H](CC1)C(=C([2H])[2H])C([2H])([2H])[2H])([2H])([2H])[2H] (R)-1-(Methyl-d3)-4-(prop-1-en-2-yl-d5)cyclohex-1-ene